N-[4-(2-Fluorophenoxy)-2-{(3S)-3-[(methylamino)methyl]piperidin-1-yl}-3-(trifluoromethyl)phenyl]-2-(pyridazin-4-yl)-1,3-thiazol-4-carboxamid mono[(2E)-but-2-endioat] C(\C=C\C(=O)O)(=O)O.FC1=C(OC2=C(C(=C(C=C2)NC(=O)C=2N=C(SC2)C2=CN=NC=C2)N2C[C@@H](CCC2)CNC)C(F)(F)F)C=CC=C1